benzyl 1-methyl-4-(2-oxo-1-oxa-3,8-diazaspiro[4.5]decan-3-yl)cyclohexanecarboxylate CC1(CCC(CC1)N1C(OC2(C1)CCNCC2)=O)C(=O)OCC2=CC=CC=C2